(2R,3R)-3-(3-(4-(4-nitrobenzyloxy)phenyl)isoxazol-5-yl)-2-(2,4-difluorophenyl)-1-(1H-1,2,4-triazol-1-yl)butan-2-ol [N+](=O)([O-])C1=CC=C(COC2=CC=C(C=C2)C2=NOC(=C2)[C@@H]([C@@](CN2N=CN=C2)(O)C2=C(C=C(C=C2)F)F)C)C=C1